C1(CCC1)OC1=C(C(=O)O)C=CC(=C1)C1=NC=NC(=C1)NCCC1=C(OC2=C1C(=CC=C2OC)F)C 2-Cyclobutoxy-4-{6-[2-(4-fluoro-7-methoxy-2-methyl-benzofuran-3-yl)-ethylamino]-pyrimidin-4-yl}-benzoic acid